[N+](=O)([O-])C1=CC=C(O1)C(=O)N1CCN(CC1)CC1=CC=C(C(=O)OCC)C=C1 Ethyl 4-{[4-(5-nitrofuran-2-carbonyl)piperazin-1-yl]methyl}benzoate